CC1N(CCC12C(NCC2)=O)C#N Methyl-6-oxo-2,7-diazaspiro[4.4]nonane-2-carbonitrile